ClC=1C(=CC(=C(C1)N1C(C=CC2=CC(=CC=C12)S(=O)(=O)NC1=NC=CC=N1)=O)OC)[C@@H]1[C@H](C1)C(F)(F)F (P)-1-(5-CHLORO-2-METHOXY-4-((1S,2S)-2-(TRIFLUOROMETHYL)CYCLOPROPYL)PHENYL)-2-OXO-N-(PYRIMIDIN-2-YL)-1,2-DIHYDROQUINOLINE-6-SULFONAMIDE